tert-butyl (S)-2-isopropyl-4-(6-(3-(methoxymethoxy)-5-(2H-1,2,3-triazol-2-yl)pyridin-2-yl)-1,2,4-triazin-3-yl)piperazine-1-carboxylate C(C)(C)[C@@H]1N(CCN(C1)C=1N=NC(=CN1)C1=NC=C(C=C1OCOC)N1N=CC=N1)C(=O)OC(C)(C)C